C(C)N1N=CC(=C1)NC1=NC=NC=C1 4-((1-ethyl-1H-pyrazol-4-yl)amino)pyrimidin